COC1=CC=C(C=C1)CN(C=1[C@H]2C([C@@H](CC1C(=O)OC)C2)(C)C)C(CC)=O Methyl (1R,5R)-2-[(4-methoxyphenyl)methyl-propanoyl-amino]-6,6-dimethyl-bicyclo[3.1.1]hept-2-ene-3-carboxylate